C(C1=CC=CC=C1)O[C@@H]([C@@H](C(=O)NC)NC(=O)[C@@H]1CNCC12CN(C2)C(=O)[C@@H]2C(C2)(C)C)C (S)-N-((2S,3R)-3-(benzyloxy)-1-(methylamino)-1-oxobutan-2-yl)-2-((S)-2,2-dimethylcyclopropane-1-carbonyl)-2,6-diazaspiro[3.4]octane-8-carboxamide